CON=C(C(O)([Si](C)(C)C)[Si](C)(C)C)[C@@](O)([C@](O)([C@](O)(CO)[Si](C)(C)C)[Si](C)(C)C)[Si](C)(C)C Pentakis(trimethylsilyl)fructose-methyloxime